N=C1C(C(N=NO1)=O)=O IMINOOXADIAZINDIONE